C1=C(C=CC2=CC=CC=C12)N=C(CC(CC)=O)CC 5-(2-naphthylimino)-3-heptanone